5-{2-[5-bromo-2-(7-methylquinoline-8-sulfonamido)phenyl]ethynyl}-4-methoxypyridine-2-carboxylic acid BrC=1C=CC(=C(C1)C#CC=1C(=CC(=NC1)C(=O)O)OC)NS(=O)(=O)C=1C(=CC=C2C=CC=NC12)C